COC1=CC=C(C=C1)CN1C=NC2=C1C(NN=C2)=O 1-[(4-Methoxyphenyl)Methyl]-1H,6H,7H-Imidazo[4,5-d]Pyridazin-7-One